(S)-5-((4-Chloro-5-((3-(2,3-dihydrobenzo[b][1,4]dioxin-6-yl)-2-methylbenzyl)oxy)-2-((2-(methoxycarbonyl)piperidin-1-yl)methyl)phenoxy)methyl)nicotinic acid ClC1=CC(=C(OCC=2C=NC=C(C(=O)O)C2)C=C1OCC1=C(C(=CC=C1)C1=CC2=C(OCCO2)C=C1)C)CN1[C@@H](CCCC1)C(=O)OC